COC=1C=C(CN(C=2OC=C(N2)CN2CCOCC2)CC2=CC=C(C=C2)N2CCCC2)C=CC1 N-(3-methoxybenzyl)-4-(morpholinomethyl)-N-(4-(pyrrolidin-1-yl)benzyl)oxazol-2-amine